(1-((1-methoxypropan-2-yl)oxy)propan-1-en-2-yl)benzene COCC(C)OC=C(C)C1=CC=CC=C1